N1=CC(=CC2=CC=C3C=CC=NC3=C12)C#CC=1C(OC2=CC(=CC=C2C1)N(CC)CC)=O 3-(2-(1,10-phenanthroline-3-yl)ethynyl)-7-(diethylamino)-2H-coumarin